NC1=CC=C(C(=C1C(=O)N(C)C)F)C=1C(=C2C(=NC1)NCC21CC(CC1)N1N=C(C=C1C#N)C)Cl 6-Amino-3-(4'-chloro-3-(5-cyano-3-methyl-1H-pyrazol-1-yl)-1',2'-dihydrospiro[cyclopentane-1,3'-pyrrolo[2,3-b]pyridin]-5'-yl)-2-fluoro-N,N-dimethylbenzamide